2-(2-ethyl-7-oxo-spiro[5H-thieno[2,3-c]pyridine-4,1'-cyclopropane]-6-yl)-N-(5-nitropyrimidin-2-yl)acetamide C(C)C1=CC2=C(C(N(CC23CC3)CC(=O)NC3=NC=C(C=N3)[N+](=O)[O-])=O)S1